2-(2,4-Dihydroxyphenyl)-3,5,7-trihydroxy-4H-1-benzopyran-4-one OC1=C(C=CC(=C1)O)C=1OC2=C(C(C1O)=O)C(=CC(=C2)O)O